C(C=C)(=O)N1CC=CCC1 1-acryloyl-1,2,5,6-tetrahydropyridine